COC(=O)C1=NC(=NC(=C1)NC1CCN(CC1)C(C)=O)Cl 6-[(1-acetylpiperidin-4-yl)amino]-2-chloropyrimidine-4-carboxylic acid methyl ester